chloromethyl-dimethyl-[1-(trifluoromethyl)cyclopropyl]silane ClC[Si](C1(CC1)C(F)(F)F)(C)C